C(C1=CC=CC=C1)(=O)OCCOCCOCCOCCN(C(OC(C)(C)C)=O)C[C@H](C(=O)NC=1C=C2C=CN=CC2=CC1)C1=CC=CC=C1 (R)-5-(3-(Isoquinolin-6-ylamino)-3-oxo-2-phenylpropyl)-2,2-dimethyl-4-oxo-3,8,11,14-tetraoxa-5-azahexadecan-16-yl benzoate